OC1=C(C=C(C(=O)Cl)C=C1[N+](=O)[O-])OC 4-hydroxy-3-methoxy-5-nitrobenzoyl chloride